6-(3-Isobutoxy-4-methyl-pyrazol-1-yl)-N-[(2-oxo-1H-pyridin-3-yl)sulfonyl]-2-[(4S)-2,2,4-trimethylpyrrolidin-1-yl]pyridin-3-carboxamid C(C(C)C)OC1=NN(C=C1C)C1=CC=C(C(=N1)N1C(C[C@@H](C1)C)(C)C)C(=O)NS(=O)(=O)C=1C(NC=CC1)=O